CN1CN(C2=C1C=CC=C2)CCCCCCCC 1-methyl-3-octylbenzimidazole